6-Amino-2-methoxy-pyrimidin-4(3H)-one NC1=CC(NC(=N1)OC)=O